N-methyl-N-(1-phenylvinyl)acetamide CN(C(C)=O)C(=C)C1=CC=CC=C1